5-(2,5-dimethyloxazol-4-yl)-7-methylpyrazolo[1,5-a]Pyrimidine-3-carboxylic acid CC=1OC(=C(N1)C1=NC=2N(C(=C1)C)N=CC2C(=O)O)C